N-[(2S,3R)-2-[(2',5'-difluoro[1,1'-biphenyl]-3-yl)methyl]-4,4-difluoro-1-(oxetane-2-carbonyl)pyrrolidin-3-yl]-ethanesulfonamide FC1=C(C=C(C=C1)F)C1=CC(=CC=C1)C[C@@H]1N(CC([C@@H]1NS(=O)(=O)CC)(F)F)C(=O)C1OCC1